2-Methylbenzoimidazol CC=1NC2=C(N1)C=CC=C2